FC1=C(C(=CC=C1C#CC(C)(C)OC)O)N1CC(NS1(=O)=O)=O 5-(2-fluoro-6-hydroxy-3-(3-methoxy-3-methylbut-1-yn-1-yl)phenyl)-1,2,5-thiadiazolidin-3-one 1,1-dioxide